5-[5-[(1R)-1-(3,5-dichloro-2-methyl-4-pyridyl)ethoxy]-1H-indazol-3-yl]-2-(8-methylsulfonyl-2,8-diazaspiro[3.5]nonan-2-yl)pyridine-3-carbonitrile ClC=1C(=NC=C(C1[C@@H](C)OC=1C=C2C(=NNC2=CC1)C=1C=C(C(=NC1)N1CC2(C1)CCCN(C2)S(=O)(=O)C)C#N)Cl)C